4-(2-fluoro-4-methyl-phenyl)-5-[4-[(3S)-1-(3-fluoropropyl)pyrrolidin-3-yl]oxyphenyl]-2,3-dihydro-1-benzothiepin-8-carboxylic acid FC1=C(C=CC(=C1)C)C=1CCSC2=C(C1C1=CC=C(C=C1)O[C@@H]1CN(CC1)CCCF)C=CC(=C2)C(=O)O